nitrilotriacetic acid monosodium salt [Na+].N(CC(=O)O)(CC(=O)O)CC(=O)[O-]